C(C=C)(=O)N1CC(CC1)COC=1C=NC=CC1C1=C(C(=C(CNC(=O)C=2N=NN(C2)C(C)(C)C)C=C1)C)F N-(4-(3-((1-Acryloylpyrrolidin-3-yl)methoxy)pyridin-4-yl)-3-fluoro-2-methylbenzyl)-1-(tert-butyl)-1H-1,2,3-triazole-4-carboxamide